Benzyl 1-[4-[[(1Z)-3-chloro-2-fluoro-1-methyl-buta-1,3-dienyl]amino]quinazolin-6-yl]-3-azabicyclo[4.1.0]heptane-3-carboxylate ClC(/C(=C(\C)/NC1=NC=NC2=CC=C(C=C12)C12CN(CCC2C1)C(=O)OCC1=CC=CC=C1)/F)=C